2-(4-(methoxymethyl)bicyclo[2.2.1]Heptane-1-yl)acetaldehyde COCC12CCC(CC1)(C2)CC=O